[Si](C)(C)(C(C)(C)C)OC=1C=CC(=NC1)NC(=O)N1CCN(CC1)C1=NC=C(C=C1)C(F)(F)F N-[5-[(tert-butyldimethylsilyl)oxy]pyridin-2-yl]-4-[5-(trifluoromethyl)pyridin-2-yl]piperazine-1-carboxamide